6-((3S,4R)-4-(4-amino-5-chloro-2-methoxybenzamido)-3-methoxypiperidin-1-yl)-3-methylhexanoic acid NC1=CC(=C(C(=O)N[C@H]2[C@H](CN(CC2)CCCC(CC(=O)O)C)OC)C=C1Cl)OC